1,6-bis(3-methylbenzo-imidazolium-1-yl)hexane dibromide [Br-].[Br-].CN1C=[N+](C2=C1C=CC=C2)CCCCCC[N+]2=CN(C1=C2C=CC=C1)C